COC(CCOC(C)=O)(C)C Acetic acid-3-methoxy-3-methylbutyl ester